CC1=C(C=CC=C1)[C@@H](CCNC1=CC=CC=C1)C1=NC=CC=C1 (R)-N-(3-(2-methyl-phenyl)-3-(2-pyridyl)propyl)-aniline